trans-4-[(3-chlorobenzyl)oxy]-N-[2-fluoro-3-(5-fluoro-4-methyl-6-oxo-1,6-dihydropyrimidin-2-yl)-4-(trifluoromethyl)benzyl]cyclohexane-1-carboxamide ClC=1C=C(CO[C@@H]2CC[C@H](CC2)C(=O)NCC2=C(C(=C(C=C2)C(F)(F)F)C=2NC(C(=C(N2)C)F)=O)F)C=CC1